tert-Butyl 3-(2-chloro-3-fluorophenyl)piperazine-1-carboxylate ClC1=C(C=CC=C1F)C1CN(CCN1)C(=O)OC(C)(C)C